N1CC[C@@H]2CN(CC[C@@H]21)C(=O)OCC2=CC=CC=C2 benzyl (3aR,7aS)-1,2,3,3a,4,6,7,7a-octahydropyrrolo[3,2-c]pyridine-5-carboxylate